heptan sulfate S(=O)(=O)(O)O.CCCCCCC